1-phenyl-4-(piperidin-1-ylmethyl)-1,4-dihydro-5H-tetrazole-5-thione C1(=CC=CC=C1)N1N=NN(C1=S)CN1CCCCC1